methyl (R)-2-((S)-2-((tert-butoxycarbonyl)(methyl)amino)-N,4-dimethylpentanamido)-3-(3-(5-fluoropyridin-2-yl)-1,2,4-oxadiazol-5-yl)propanoate C(C)(C)(C)OC(=O)N([C@H](C(=O)N(C)[C@@H](C(=O)OC)CC1=NC(=NO1)C1=NC=C(C=C1)F)CC(C)C)C